ClC1=C(C=CC=2C(N(S(C21)(=O)=O)C)=O)OC=2C=C(C#N)C=C(C2)F 3-((7-chloro-2-methyl-1,1-dioxo-3-oxo-2,3-dihydrobenzo[d]isothiazol-6-yl)oxy)-5-fluorobenzonitrile